[Pt+2].C1(=CC=C(C=C1)C1=CC(=NC(=C1)C1=NC=CC=C1)C1=NC=CC=C1)C 4'-(p-tolyl)-2,2':6',2''-terpyridine platinum (II)